3-[(6-Bromo-5-fluoro-1-methylindazol-3-yl)amino]propanoic acid BrC1=C(C=C2C(=NN(C2=C1)C)NCCC(=O)O)F